BrC1=C(C=C2C(=NC(=NC2=C1F)Cl)N1[C@H](CN(CC1)C(=O)OC(C)(C)C)C)Cl tert-butyl (3s)-4-(7-bromo-2,6-dichloro-8-fluoroquinazolin-4-yl)-3-methylpiperazine-1-carboxylate